N-Cyclopropyl-N-(2-cyclopropyl-5-methylbenzyl)-3-(difluoromethyl)-5-fluoro-1-methyl-1H-pyrazole-4-carboxamide C1(CC1)N(C(=O)C=1C(=NN(C1F)C)C(F)F)CC1=C(C=CC(=C1)C)C1CC1